O=N1=C2C(=CC=C1)CCCO2 8-oxo-3,4-dihydro-2H-8λ5-pyrano[2,3-b]pyridine